C(C)C1=CC(=C(C=C1)C1=NN2C(O[C@@H](CC2)C)=C1C(=O)N[C@@H]1C(NC2=C(C(=N1)C1=CC=CC=C1)C=CC=C2F)=O)F (5R)-2-(4-Ethyl-2-fluorophenyl)-5-methyl-N-[(3S)-9-fluoro-2-oxo-5-phenyl-1,3-dihydro-1,4-benzodiazepin-3-yl]-6,7-dihydro-5H-pyrazolo[5,1-b][1,3]oxazine-3-carboxamide